4-oxo-1-(pyrazin-2-yl)-1,4-dihydroquinoline-3-carboxylic acid ethyl ester C(C)OC(=O)C1=CN(C2=CC=CC=C2C1=O)C1=NC=CN=C1